4-tert-butoxyphenylphenyliodonium C(C)(C)(C)OC1=CC=C(C=C1)[I+]C1=CC=CC=C1